benzimidazolethioate N1=C(NC2=C1C=CC=C2)C([O-])=S